2-(2,6-dioxopiperidin-3-yl)-4-((6-methoxy-4-phenylpyridin-3-yl)amino)isoindoline-1,3-dione O=C1NC(CCC1N1C(C2=CC=CC(=C2C1=O)NC=1C=NC(=CC1C1=CC=CC=C1)OC)=O)=O